N-(4-Bromophenyl)-9,9-Dimethyl-N-[4-(1-Naphthyl)Phenyl]-9H-Fluoren-2-Amine BrC1=CC=C(C=C1)N(C1=CC=2C(C3=CC=CC=C3C2C=C1)(C)C)C1=CC=C(C=C1)C1=CC=CC2=CC=CC=C12